ClC=1C=C(C=C(C1OCCCl)C#N)N1CCC2=CC(=CC=C12)OCC1=NC(=NC=C1)NS(=O)(=O)C N-(4-(((1-(3-chloro-4-(2-chloroethoxy)-5-cyanophenyl)indolin-5-yl)oxy)methyl)pyrimidin-2-yl)methanesulfonamide